BrC1=CC=C(S1)C1=NC=CC=C1 2-(5-Bromothiophene-2-yl)pyridine